NC1=NC2=CC(=CC=C2C=C1F)CC[C@@H]1S[C@H]([C@@H]([C@@H]1O)O)N1C=CC2=C1N=CN=C2C (2S,3S,4R,5R)-2-[2-(2-amino-3-fluoroquinolin-7-yl)ethyl]-5-(4-methyl-7H-pyrrolo[2,3-d]pyrimidin-7-yl)tetrahydrothiophene-3,4-diol